Cl.N1C[C@@H](CC1)CCCO (R)-3-(pyrrolidin-3-yl)propan-1-ol hydrochloride